ClC=1C=C(C=NC1)C1=NC(=C2N=CN(C2=N1)[C@H]1[C@@H]([C@@H]([C@H](O1)C(=O)NC([2H])([2H])[2H])O)O)NCC1=CC(=CC=C1)OC (2s,3s,4r,5r)-5-(2-(5-chloropyridin-3-yl)-6-(3-methoxybenzylamino)-9H-purin-9-yl)-3,4-dihydroxy-N-(methyl-d3)-tetrahydrofuran-2-carboxamide